OC(=O)C(F)(F)F.CN1C(N(C2=C1C(=CC=C2)C2CCNCC2)C2C(NC(CC2)=O)=O)=O 3-(3-Methyl-2-oxo-4-(piperidin-4-yl)-2,3-dihydro-1H-benzo[d]imidazol-1-yl)piperidine-2,6-dione TFA salt